N1(CCC1)C1=CC(=C(C=C1)NC=1C=CC2=C(OCCC(N2)=O)C1)C 8-((4-(azetidin-1-yl)-2-methylphenyl)amino)-2,3-dihydrobenzo[b][1,4]oxazepin-4(5H)-one